(1R)-1,7,7-Trimethylbicyclo[2.2.1]heptan-2-one C[C@@]12C(CC(CC1)C2(C)C)=O